4-chloro-6-fluoro-7-(2-fluorophenyl)-1-(2-isopropyl-4-methylpyridin-3-yl)-3-nitro-1,8-naphthyridin-2(1H)-one ClC1=C(C(N(C2=NC(=C(C=C12)F)C1=C(C=CC=C1)F)C=1C(=NC=CC1C)C(C)C)=O)[N+](=O)[O-]